4,5-difluoro-6-methyl-N-(6-silaspiro[5.5]undecan-3-yl)-1H-pyrrolo[2,3-b]pyridine-2-carboxamide FC1=C2C(=NC(=C1F)C)NC(=C2)C(=O)NC2CC[Si]1(CC2)CCCCC1